7-((1-Phenylethyl)amino)-2-(((tetrahydro-2H-pyran-4-yl)thio)methyl)quinazolin-4(3H)-one C1(=CC=CC=C1)C(C)NC1=CC=C2C(NC(=NC2=C1)CSC1CCOCC1)=O